9-bromo-2-cyclopropyl-7-(1',2'-dihydro-4'H-spiro[cyclopropane-1,3'-pyrazino[1,2-b]indazol]-9'-yl)-8H-pyrido[1,2-a]pyrimidin-8-one BrC=1C(C(=CN2C1N=C(C=C2)C2CC2)C2=CC1=C3N(N=C1C=C2)CC2(NC3)CC2)=O